[Si](C)(C)(C(C)(C)C)OC1CN(C1)C1=C(C(=NC(=N1)C1CC1)N)Cl {3-[(tert-Butyldimethylsilyl)oxy]azetidin-1-yl}-5-chloro-2-cyclopropylpyrimidin-4-amine